4-amidinohomopiperazineamide C(N)(=N)N1CCN(CCC1)C(=O)N